P(=O)(OC[N+]1=C(C(=CC=C1)C1=CC(=NO1)CC=1C=NC(=CC1)OCCC1=CC(=CC=C1)F)N)(O)[O-] (2-amino-3-(3-((6-(3-fluorophenethoxy)pyridin-3-yl)methyl)isoxazol-5-yl)pyridin-1-ium-1-yl)methyl hydrogen phosphate